CC1=NC(=CC=C1O[C@H]1C[C@@H](COC1)C(=O)OC)C=1N=NN(C1COC(=O)OC1=CC=C(C=C1)[N+](=O)[O-])C |r| (±)-methyl trans-5-((2-methyl-6-(1-methyl-5-((((4-nitrophenoxy)carbonyl)oxy) methyl)-1H-1,2,3-triazol-4-yl)pyridin-3-yl)oxy)tetrahydro-2H-pyran-3-carboxylate